N-(6-(N-(4-(4-chloro-3-fluorophenyl)thiazol-2-yl)sulfamoyl)-5-methylpyridin-3-yl)acetamide ClC1=C(C=C(C=C1)C=1N=C(SC1)NS(=O)(=O)C1=C(C=C(C=N1)NC(C)=O)C)F